1-(4-((6-((1S,4S)-5-acryloyl-2,5-diazabicyclo[2.2.1]heptan-2-yl)pyrido[3,2-d]pyrimidin-4-yl)amino)-2-chloro-3-fluorophenyl)cyclopropane-1-carbonitrile C(C=C)(=O)N1[C@@H]2CN([C@H](C1)C2)C=2C=CC=1N=CN=C(C1N2)NC2=C(C(=C(C=C2)C2(CC2)C#N)Cl)F